2-(4-(4-((2-(2,6-dioxopiperidin-3-yl)-7-fluoro-1-oxoisoindolin-5-yl)methyl)piperazine-1-yl)phenyl)-2H-indazole-7-carboxamide O=C1NC(CCC1N1C(C2=C(C=C(C=C2C1)CN1CCN(CC1)C1=CC=C(C=C1)N1N=C2C(=CC=CC2=C1)C(=O)N)F)=O)=O